9-(4-(3,6-bis(6-phenylpyridin-2-yl)-9H-carbazol-9-yl)-2,6-bis(4,6-diphenyl-1,3,5-triazin-2-yl)phenyl)-3,6-dimethyl-9H-carbazole C1(=CC=CC=C1)C1=CC=CC(=N1)C=1C=CC=2N(C3=CC=C(C=C3C2C1)C1=NC(=CC=C1)C1=CC=CC=C1)C1=CC(=C(C(=C1)C1=NC(=NC(=N1)C1=CC=CC=C1)C1=CC=CC=C1)N1C2=CC=C(C=C2C=2C=C(C=CC12)C)C)C1=NC(=NC(=N1)C1=CC=CC=C1)C1=CC=CC=C1